C(C)(C)(C)OC([C@@H](NC(NCNC(=O)OCC1=CC=CC=C1)=O)CC(C)C)=O ((benzyloxycarbonylaminomethyl)carbamoyl)-L-leucine tert-butyl ester